C(#N)C=1C=C(C=CC1)C1N(CCN(C1)C)C(=O)C1=C(C=C(C=C1)NC(=O)C1CC1)N1CCCC1 N-[4-[2-(3-cyanophenyl)-4-methylpiperazine-1-carbonyl]-3-pyrrolidin-1-ylphenyl]cyclopropanecarboxamide